[(2R,3S,4R,5R)-5-[2-benzyl-6-(benzyl-amino)purin-9-yl]-3,4-dihydroxy-tetrahydro-furan-2-yl]methoxy-methylphosphonic acid C(C1=CC=CC=C1)C1=NC(=C2N=CN(C2=N1)[C@H]1[C@@H]([C@@H]([C@H](O1)COCP(O)(O)=O)O)O)NCC1=CC=CC=C1